ClC=1C(=C2C(=NC1COC)CN(C2)C(CC2CN(C2)C2=CC(=NC=C2)OC(F)F)=O)C 1-[3-chloro-2-(methoxymethyl)-4-methyl-5,7-dihydro-6H-pyrrolo[3,4-b]Pyridin-6-yl]-2-{1-[2-(difluoromethoxy)pyridin-4-yl]Azetidin-3-yl}ethanone